2,4,6-Tris(2-hydroxy-4-butoxyethoxyphenyl)-1,3,5-triazine OC1=C(C=CC(=C1)OCCOCCCC)C1=NC(=NC(=N1)C1=C(C=C(C=C1)OCCOCCCC)O)C1=C(C=C(C=C1)OCCOCCCC)O